C(C)C(COCCCCN1C=[N+](C=C1)CCCCOCC(CCCC)CC)CCCC 1,3-bis{4-[(2-ethylhexyl)oxy]butyl}imidazolium